C1(CC1)C1=NC=NC(=C1C1=NN2C(N(C(CC2)=O)C(C)C2=CC=C(C=C2)C2=NC=CC=C2N(C)C)=N1)OC 2-(4-cyclopropyl-6-methoxypyrimidin-5-yl)-4-(1-(4-(3-(dimethylamino)pyridin-2-yl)phenyl)ethyl)-6,7-dihydro-[1,2,4]triazolo[1,5-a]pyrimidin-5(4H)-one